(4,6-dihydroxy-2-methoxy-3-methylphenyl)(5-((4-methylpiperazin-1-yl)methyl)isoindolin-2-yl)methanone OC1=C(C(=C(C(=C1)O)C(=O)N1CC2=CC=C(C=C2C1)CN1CCN(CC1)C)OC)C